OC[C@H]1N(C(OC1)(C)C)C(=O)OC(C)(C)C tert-butyl (4R)-4-(hydroxymethyl)-2,2-dimethyl-1,3-oxazolidine-3-carboxylate